ON=C1C(N(C(N(C1=O)C)=O)C)=O (hydroxyimino)1,3-dimethylpyrimidine-2,4,6(1H,3H,5H)-trione